C(C)(C)(C)OC(=O)[C@@H]1[C@H]2C([C@H]2CN1C(=O)OCC1=CC=CC=C1)(C)C N-Cbz-(1R,2S,5S)-6,6-dimethyl-3-azabicyclo[3.1.0]hexane-2-carboxylic acid tert-butyl ester